CC1(CNCCC1CN1C[C@H]2N(C=3C(=NN=C(C3)C3=C(C=CC=C3)O)NC2)CC1)C 2-((6aS)-8-((3,3-dimethylpiperidin-4-yl)methyl)-6,6a,7,8,9,10-hexahydro-5H-pyrazino[1',2':4,5]pyrazino[2,3-c]pyridazin-2-yl)phenol